1',2'-dihydrospiro[cyclopentane-1,3'-pyrrolo[3,2-b]pyridine] N1CC2(C3=NC=CC=C31)CCCC2